C(C)C(CO)(CO)CO 2-Ethyl-2-hydroxymethylpropan-1,3-diol